N1(CCC1)C(=O)C=1C=C(C[C@H]2C[C@@H](NC2)C(=O)OCC2=CC=CC=C2)C=CC1 benzyl (2R,4S)-4-(3-(azetidine-1-carbonyl)benzyl)pyrrolidine-2-carboxylate